5-{[1-(4-chloro-2,6-difluorophenyl)-1,2,3,6-tetrahydropyridin-4-yl]methoxy}-8-fluoro-3,4-dihydroquinolin-2(1H)-one ClC1=CC(=C(C(=C1)F)N1CCC(=CC1)COC1=C2CCC(NC2=C(C=C1)F)=O)F